BrC=1N=C(C(=NC1)OC1CN(CCC1)C(=O)OC(C)(C)C)C tert-butyl 3-[(5-bromo-3-methylpyrazin-2-yl)oxy]piperidine-1-carboxylate